4,7-dichloro-6-fluoro-1-(2-isopropyl-4-methyl-3-pyridinyl)pyrido[2,3-d]pyrimidin-2-one ClC=1C2=C(N(C(N1)=O)C=1C(=NC=CC1C)C(C)C)N=C(C(=C2)F)Cl